FC=1C=C(C=CC1OC(F)(F)F)[C@@H](C(=O)N1CCN(CC1)C=1C2=C(N=CN1)[C@@H](C[C@H]2C)O)CN2CCC(CC2)O (R)-2-(3-fluoro-4-(trifluoromethoxy)phenyl)-1-(4-((5R,7R)-7-hydroxy-5-methyl-6,7-dihydro-5H-cyclopenta[d]pyrimidin-4-yl)piperazin-1-yl)-3-(4-hydroxypiperidin-1-yl)propan-1-one